N[C@H](CO)CC(=O)O D-BETA-HOMOSERINE